C(C)(C)(C)OC(=O)N1CC=2N(N=C3C(=C(C=CC23)Cl)N)CC1 7-amino-8-chloro-3,4-dihydropyrazino[1,2-b]indazole-2(1H)-carboxylic acid tert-butyl ester